NC1=NC2=C(C=CC=C2C(=N1)C=1N=NN(C1)CC1=CC=CC(=N1)N1C(CCC1)=O)OC 1-(6-{[4-(2-amino-8-methoxy-4-quinazolinyl)-1H-1,2,3-triazol-1-yl]methyl}-2-pyridyl)-2-pyrrolidinone